1-[4-(2-Chloro-benzenesulfonyl)-phenyl]-3-(1H-pyrazol-4-ylmethyl)-urea ClC1=C(C=CC=C1)S(=O)(=O)C1=CC=C(C=C1)NC(=O)NCC=1C=NNC1